NCCC1=CC=C(C=C1)C1=C(C=C(C#N)C=C1)OC1=CN=NC(=C1)OCC(C)(C)C 4-[4-(2-aminoethyl)phenyl]-3-[6-(2,2-dimethylpropoxy)pyridazin-4-yl]oxybenzonitrile